2-bromo-4-(2-(2,4-difluorophenoxy)-5-nitrophenyl)-6-methylpyridine BrC1=NC(=CC(=C1)C1=C(C=CC(=C1)[N+](=O)[O-])OC1=C(C=C(C=C1)F)F)C